Cl.NC1CCN(CC1)C1=CC(=C(C(=N1)C1=CC(=C(C#N)C=C1)F)C1=CC(=C(C=C1)C)O)OC 4-(6-(4-aminopiperidin-1-yl)-3-(3-hydroxy-4-methylphenyl)-4-methoxypyridin-2-yl)-2-fluorobenzonitrile hydrochloride